C(C)(C)(C)OC(=O)N(C(OC(C)(C)C)=O)C1=NC=CC(=N1)C1=C(C=2C(NCCC2N1)=O)NC1=C(C(=CC=C1)C#C[Si](C)(C)C)OC tert-butyl N-(tert-butoxycarbonyl)-N-[4-[3-([2-methoxy-3-[2-(trimethylsilyl)ethynyl]phenyl]amino)-4-oxo-1H,5H,6H,7H-pyrrolo[3,2-c]pyridin-2-yl]pyrimidin-2-yl]carbamate